[3-(difluoromethyl)-1-[4-(hydroxymethyl)cyclohexyl]pyrazol-4-yl]-5-(6-oxa-3-azabicyclo[3.1.1]hept-3-yl)pyrazolo[1,5-a]pyrimidine-3-carboxamide FC(C1=NN(C=C1C1=NN2C(N=C(C=C2)N2CC3OC(C2)C3)=C1C(=O)N)C1CCC(CC1)CO)F